NOCCON 1,2-bis(aminooxy)ethane